C(C=1C(C([O-])=N)=CC=CC1)([O-])=N phthalimidate